FC1=C(C(=CC(=C1)CCO)F)[C@@H]1C(NC(CC1)=O)=O (R)-3-(2,6-difluoro-4-(2-hydroxyethyl)phenyl)piperidine-2,6-dione